1-(4-ethyl-5-methyl-6,8-dihydro-7H-pyrrolo[3,4-e][1,2,4]triazolo[1,5-a]pyridin-7-yl)-2-(1-(5-fluoro-2-methoxypyridin-4-yl)azetidin-3-yl)ethan-1-one C(C)C=1C=2N(C3=C(C1C)CN(C3)C(CC3CN(C3)C3=CC(=NC=C3F)OC)=O)N=CN2